4-(2-acryloyl-2,6-diazaspiro[3.4]octan-6-yl)-6-(1,6-dimethyl-1H-indazol-7-yl)-2-((3-methoxybenzyl)oxy)pyrimidine-5-carbonitrile C(C=C)(=O)N1CC2(C1)CN(CC2)C2=NC(=NC(=C2C#N)C=2C(=CC=C1C=NN(C21)C)C)OCC2=CC(=CC=C2)OC